O1CCOC12CCC(CC2)C2CCN(CC2)C2=CC=C(C=C2)C2C(NC(CC2)=O)=O 3-[4-[4-(1,4-dioxaspiro[4.5]dec-8-yl)-1-piperidinyl]phenyl]-piperidine-2,6-dione